4-(6-(4-phenylhexahydropyrrolo[3,2-b]pyrrol-1(2H)-yl)pyrimidin-4-yl)morpholine C1(=CC=CC=C1)N1CCC2N(CCC21)C2=CC(=NC=N2)N2CCOCC2